C(C)C=1N=C(C(=NC1)C)C ETHYL-DIMETHYL-PYRAZINE